FC=1C(=CC=C2C=CNC12)C=O 7-fluoro-indole-6-carbaldehyde